C(C)(C)(C)OC(N(C(CO)C1CC1)CC1=C(C(=CC(=C1)Br)Cl)O)=O.FC=1C=C(C=CC1)N1N=CC(=C1)CC(=O)N 2-(1-(3-fluorophenyl)-1H-pyrazol-4-yl)acetamide tert-butyl-N-[(5-bromo-3-chloro-2-hydroxyphenyl)methyl]-N-(1-cyclopropyl-2-hydroxyethyl)carbamate